6-(difluoromethyl)quinazoline-2,4-diol FC(C=1C=C2C(=NC(=NC2=CC1)O)O)F